C1=CC=CC=2OC3=CC=CC=C3C3(C12)OCC1=C3C=CC(=C1)C(=O)N 3H-spiro[2-benzofuran-1,9'-xanthene]-5-carboxamide